FC=1C(=CC2=C(B(OC2)O)C1)CO 6-fluoro-5-(hydroxymethyl)benzo[c][1,2]oxaborol-1(3H)-ol